1-(6-(2-chloro-3-methoxyphenyl)pyrido[2,3-b]pyrazin-2-yl)-4-methylpiperidin-4-amine ClC1=C(C=CC=C1OC)C=1C=CC=2C(=NC=C(N2)N2CCC(CC2)(N)C)N1